N,N-bis(trimethylsilyl)acetamide CC(=O)N([Si](C)(C)C)[Si](C)(C)C